C(C)OC(=O)C=1NC2=C(C=CC(=C2C1)NC1=CC(=C(C=C1)F)Cl)Cl 4-((3-chloro-4-fluorophenyl)amino)-7-chloro-1H-indole-2-carboxylic acid ethyl ester